glutamyl-diaminopimelic acid N[C@@H](CCC(=O)O)C(=O)N[C@@H](CCC[C@@H](N)C(=O)O)C(=O)O